difluoro-6-(perfluorophenyl)-2H-benzo[b][1,4]oxazin-3(4H)-one FC1(C(NC2=C(O1)C=CC(=C2)C2=C(C(=C(C(=C2F)F)F)F)F)=O)F